CC1=NC2=CC=CC(=C2C=C1)S(=O)(=O)C1(OCCC1)C(=O)N ((2-methylquinolin-5-yl)sulfonyl)tetrahydrofuran-2-carboxamide